C(C1=CC=CC=C1)OC(=O)N[C@@H](C(=O)OC)C=C methyl (2R)-2-(benzyloxycarbonylamino)but-3-enoate